ethyl-5-(2-amino-5-chlorophenyl)-4-chloropyridazin-3(2H)-one C(C)N1N=CC(=C(C1=O)Cl)C1=C(C=CC(=C1)Cl)N